CC\C=C/C\C=C/C\C=C/CCCCCCCCCC (3Z,6Z,9Z)-eicosa-3,6,9-triene